C(C)(C)(C)OC(=O)N([C@@H](CC(NC(C1=CC=CC=C1)(C1=CC=CC=C1)C1=CC=CC=C1)=O)C(=O)O)C N2-(tert-Butoxycarbonyl)-N2-methyl-N4-trityl-L-asparagine